1-(1-isocyanatoethanesulfonyl)-4-methyl-benzene N(=C=O)C(C)S(=O)(=O)C1=CC=C(C=C1)C